COC(C(=C(C1=CC=CC=C1)C(C)C)C(C)C)=O Diisopropyl-cinnamic acid methyl ester